methyl 1-[[5-[5-(trifluoromethyl)-1,2,4-oxadiazol-3-yl]-2-thienyl]methyl]imidazole-2-carboxylate FC(C1=NC(=NO1)C1=CC=C(S1)CN1C(=NC=C1)C(=O)OC)(F)F